6-chloro-4-hydroxy-N-[4-(2-{[(1s,3s)-3-(trifluoromethoxy)cyclobutyl]oxy}acetamido)bicyclo[2.2.1]heptan-1-yl]-3,4-dihydro-2H-1-benzopyran-2-carboxamide ClC=1C=CC2=C(C(CC(O2)C(=O)NC23CCC(CC2)(C3)NC(COC3CC(C3)OC(F)(F)F)=O)O)C1